1-(2-hydroxyethyl)-6-(4-methoxybenzyl)-3-methyl-2,3,4,6-tetrahydropyrido[2,3-d]pyridazin OCCN1CC(CC2=C1C=NN(C2)CC2=CC=C(C=C2)OC)C